[1-(4-phenoxy-phenyl)-1H-pyrazol-4-yl]-pyridine O(C1=CC=CC=C1)C1=CC=C(C=C1)N1N=CC(=C1)C1=NC=CC=C1